[I].OC(=O)CCCC[C@@H]1SC[C@@H]2NC(=O)N[C@H]12 Biotin Iodine